C1(=CC=CC=C1)C=1N=CN(C1C1=CC=NC=C1)CC(=O)N1CCN(CC1)C(=O)OC(C)(C)C tert-butyl 4-{2-[4-phenyl-5-(pyridin-4-yl)-1H-imidazol-1-yl]acetyl}piperazine-1-carboxylate